6-[[4-[5-isobutyl-2-(2H-tetrazol-5-yl)phenyl]piperazin-1-yl]methyl]pyridine-2-carbonitrile C(C(C)C)C=1C=CC(=C(C1)N1CCN(CC1)CC1=CC=CC(=N1)C#N)C=1N=NNN1